(2-((t-Butoxycarbonyl)amino)ethyl)-2H-indazole-3-carboxylic acid C(C)(C)(C)OC(=O)NCCN1N=C2C=CC=CC2=C1C(=O)O